[Cl-].[Cl-].C1(=CC=CC=C1)C(C1=CC=CC=C1)=[Zr+2](C1C2=CC(=CC=C2C=2C=CC(=CC12)N(CC1=CC=CC=C1)CC1=CC=CC=C1)CCC)C1C=CC=C1 diphenylmethylene(cyclopentadienyl)(2-(dibenzylamino)-7-n-propyl-9-fluorenyl)zirconium dichloride